C(C)(=O)C1N(CCC1)C(C(=O)O)CC 2-(2-acetylpyrrolidin-1-yl)butyric acid